(((1-(4-(trifluoromethyl)phenyl)-1H-indazol-3-yl)amino)methyl)acrylic acid FC(C1=CC=C(C=C1)N1N=C(C2=CC=CC=C12)NCC(C(=O)O)=C)(F)F